Ethyl 6-cyclopropyl-1-oxido-pyridin-1-ium-3-carboxylate C1(CC1)C1=CC=C(C=[N+]1[O-])C(=O)OCC